N1=CSC=2N=CN=C(C21)N [1,3]thiazolo[5,4-d]pyrimidin-7-amine